3-chloro-N-(1-(5-(3-cyano-6-ethoxypyrazolo[1,5-a]pyridin-4-yl)pyrazin-2-yl)-4-methylpiperidin-4-yl)-5-fluoropicolinamide ClC=1C(=NC=C(C1)F)C(=O)NC1(CCN(CC1)C1=NC=C(N=C1)C=1C=2N(C=C(C1)OCC)N=CC2C#N)C